NC=1C2=C(N=CN1)N(C(=C2C2=NC=C(C=N2)C2CC2)C2=CCC1(CCN(CC1)C(C=C)=O)CC2)C (9-(4-amino-5-(5-cyclopropylpyrimidin-2-yl)-7-methyl-7H-pyrrolo[2,3-d]pyrimidin-6-yl)-3-azaspiro[5.5]undec-8-en-3-yl)prop-2-en-1-one